[N+](=O)([O-])C=1C=C(C(=O)NC(C(=O)N[C@@H]2C[C@@H](CC2)C(=O)O)C)C=CC1 (1R,3S)-3-[[2-[(3-Nitrobenzoyl)amino]-1-oxopropyl]amino]cyclopentanecarboxylic acid